BrC=1C(=NC(=NC1)C(F)(F)C1CC1)OC1=CC=CC=C1 5-bromo-2-(cyclopropyldifluoromethyl)-4-phenoxypyrimidine